FC1=NC(=CC=C1)NC fluoro-6-(methylamino)pyridin